methyl 4-[4-[[2-(4-chlorophenyl)-5-vinyl-phenyl]-hydroxy-methyl]-1-piperidyl]-2-(1H-pyrrolo[2,3-b]pyridin-5-yloxy)benzoate ClC1=CC=C(C=C1)C1=C(C=C(C=C1)C=C)C(C1CCN(CC1)C1=CC(=C(C(=O)OC)C=C1)OC=1C=C2C(=NC1)NC=C2)O